CC1=CC=C(N=N1)NC1=CC2=C(N(C=N2)COCC[Si](C)(C)C)C=C1OC1COC1 N-(6-methylpyridazin-3-yl)-6-(oxetan-3-yloxy)-1-(2-trimethylsilylethoxymethyl)benzimidazol-5-amine